FC1(C2CN(CC12)C1=CC(=C(C=C1)CN1C=NC(=C1)C(=O)OCC)F)F Ethyl 1-[(4-{6,6-difluoro-3-azabicyclo[3.1.0]hexan-3-yl}-2-fluorophenyl)methyl]-1H-imidazole-4-carboxylate